6-((R)-5H-imidazo[5,1-a]isoindol-5-yl)-4,5,6,7-tetrahydrobenzo[d]thiazol-7-ol C=1N=CN2C1C1=CC=CC=C1[C@H]2C2C(C1=C(N=CS1)CC2)O